SC(C(=O)[O-])C.C(CCC)[Sn+2]CCCC.SC(C(=O)[O-])C dibutyl-tin mercaptopropionate